5-[(3S,5R)-3-methyl-5-[[2-[(3R)-3-methylpiperazin-1-yl]pyrimidin-5-yl]methylamino]-1-piperidinyl]quinoline-8-carbonitrile C[C@@H]1CN(C[C@@H](C1)NCC=1C=NC(=NC1)N1C[C@H](NCC1)C)C1=C2C=CC=NC2=C(C=C1)C#N